4-(2,4,5-trichlorophenoxy)butyric acid ClC1=C(OCCCC(=O)O)C=C(C(=C1)Cl)Cl